[Mn].[Mn].[Ni].[Li] lithium-nickel-manganese-manganese